FC1=CC(=C(C=C1)N([C@@H]1CC[C@H](CC1)N(C1=C(C(N(C=2C=CC(=NC12)C#N)C)=O)C#N)C)C[C@@H]1OCCC1)C trans-8-((4-((4-fluoro-2-methylphenyl)(((R)-tetrahydrofuran-2-yl)methyl)amino)cyclohexyl)(methyl)amino)-5-methyl-6-oxo-5,6-dihydro-1,5-naphthyridine-2,7-dicarbonitrile